4-(4-amino-3-(4-phenoxyphenyl)-1H-pyrazolo[3,4-d]pyrimidin-1-yl)cyclohexane-1-carboxylic acid NC1=C2C(=NC=N1)N(N=C2C2=CC=C(C=C2)OC2=CC=CC=C2)C2CCC(CC2)C(=O)O